S1C=NC2=C1C=CC(=C2)[C@@H](C)N2CCN(CC2)C2=NC=C(C=N2)[S@@](=NC(C(F)(F)F)=O)(=O)C N-((S)-(2-(4-((R)-1-(benzo[d]thiazol-5-yl)ethyl)piperazin-1-yl)pyrimidin-5-yl)(methyl)(oxo)-λ6-sulfanylidene)-2,2,2-trifluoroacetamide